C(C)(C)(C)C=1SC(=CN1)C(=O)NCC1=C(C=C(C=C1)C1=NC(=NC=C1)NC=1C(=NOC1)C)C 2-(tert-butyl)-N-(2-methyl-4-(2-((3-methylisoxazol-4-yl)amino)pyrimidin-4-yl)benzyl)thiazole-5-carboxamide